6-(4-bromo-3-(trifluoromethyl)phenyl)pyridazine-3(2H)-one BrC1=C(C=C(C=C1)C=1C=CC(NN1)=O)C(F)(F)F